NC1=C(C#N)C(=CC(=C1)OC)F 2-amino-6-fluoro-4-methoxybenzonitrile